CC(=O)NC1=CC(=C(C=C1)O)SCC(C(=O)[O-])[NH3+] The molecule is an alpha-amino acid zwitterion that is S-(5-acetamido-2-hydroxyphenyl)cysteine in which a proton has been transferred from the carboxy group to the amino group. It is the major species at pH 7.3. It has a role as a human xenobiotic metabolite. It is a tautomer of a S-(5-acetamido-2-hydroxyphenyl)cysteine.